2,2,2-trichloroethyl (E)-(1-(6-methyl-4,8-dioxo-1,3,6,2-dioxazaborocan-2-yl) hex-2-en-1-yl) sulfate S(=O)(=O)(OCC(Cl)(Cl)Cl)OC(\C=C\CCC)B1OC(CN(CC(O1)=O)C)=O